Trans-4-(amino)cyclohexanecarboxylic acid N[C@@H]1CC[C@H](CC1)C(=O)O